tert-Butyl 4-[4-(piperidin-4-yl)phenyl]piperazine-1-carboxylate N1CCC(CC1)C1=CC=C(C=C1)N1CCN(CC1)C(=O)OC(C)(C)C